7-(tert-butyl) 1-methyl (R)-4-methyl-3-oxoheptanedioate C[C@@H](C(CC(=O)OC)=O)CCC(=O)OC(C)(C)C